C(C1=CC=CC=C1)(=O)C1=C(C=CC(=C1)Cl)NC(=O)C1=C(C2=C(CCC3=CN(N=C23)CC2=CC=C(C=C2)C)O1)C N-(2-benzoyl-4-chlorophenyl)-8-methyl-2-(4-methylbenzyl)-4,5-dihydro-2H-furo[2,3-g]indazole-7-carboxamide